C(#N)C1=C(C=C(C=C1)N1CCCCC1)C(F)(F)F 1-(4-Cyano-3-(trifluoromethyl)phenyl)piperidin